ClC=1C=CC(=C(N)C1)N1N=C2C(=N1)C=CC(=C2)Cl 5-chloro-2-(5-chloro-2H-benzo[d][1,2,3]triazol-2-yl)aniline